C(C)(C)(C)OC(=O)N1CC(CC1)N(C(=O)N1[C@H](C2=CC=CC=C2CC1)C1=CC=C(C=C1)F)C 3-((S)-1-(4-fluorophenyl)-N-methyl-1,2,3,4-tetrahydroisoquinoline-2-carboxamido)pyrrolidine-1-carboxylic acid (R)-tert-butyl ester